rac-N-[(3S,4R)-3-fluoro-1-methyl-4-piperidyl]-2-iodo-1-(2,2,2-trifluoroethyl)indol-4-ylamine F[C@H]1CN(CC[C@H]1NC1=C2C=C(N(C2=CC=C1)CC(F)(F)F)I)C |r|